C(C(C)CCC[C@@H](C)[C@H]1CC[C@H]2[C@@H]3[C@@H](C[C@@H]4C[C@@H](CC[C@]4(C)[C@H]3C[C@@H]([C@]12C)O)O)O)O 5β-cholestan-3α,7α,12α,26-tetrol